(S)-N-((S)-1-cyano-2-(4-(2-methylbenzo[d]oxazol-5-yl)phenyl)ethyl)-1,4-oxazepan-2-carboxamide C(#N)[C@H](CC1=CC=C(C=C1)C=1C=CC2=C(N=C(O2)C)C1)NC(=O)[C@H]1OCCCNC1